8-[7-(difluoromethyl)-6-(1-methylpyrazol-4-yl)-3,4-dihydro-2H-quinolin-1-yl]-6-(1-Methoxy-3,6-dihydro-2H-pyridin-4-yl)-3,4-dihydro-1H-isoquinoline-2-carboxylic acid tert-butyl ester C(C)(C)(C)OC(=O)N1CC2=C(C=C(C=C2CC1)C=1CCN(CC1)OC)N1CCCC2=CC(=C(C=C12)C(F)F)C=1C=NN(C1)C